6-(4-(3-chloro-4-fluorophenyl)-1-(2,2-difluoroethyl)-1H-imidazol-5-yl)imidazo[1,2-a]pyridine-3-carbonitrile ClC=1C=C(C=CC1F)C=1N=CN(C1C=1C=CC=2N(C1)C(=CN2)C#N)CC(F)F